O1CCC(=CC1)C1=NN2C(N(C(=C(C2=O)N2CCN(CC2)C(=O)C=2C(=C3C(=CN2)OCC3)O)CC)CC(=O)OCC)=N1 ethyl 2-[2-(3,6-dihydro-2H-pyran-4-yl)-5-ethyl-6-(4-{4-hydroxy-2H,3H-furo[2,3-c]pyridine-5-carbonyl}piperazin-1-yl)-7-oxo-[1,2,4]triazolo[1,5-a]pyrimidin-4-yl]acetate